FC1=CC=C(C=C1)C=1N=C2OC=CN2C1C1=NC(=NC=C1)NCCN1S(N(CC1)C)(=O)=O 2-(2-((4-(6-(4-Fluorophenyl)imidazo[2,1-b]oxazol-5-yl)pyrimidin-2-yl)amino)ethyl)-5-methyl-1,2,5-thiadiazolidine 1,1-dioxide